6-(trifluoromethyl)pyridine-3-boronic acid FC(C1=CC=C(C=N1)B(O)O)(F)F